C(C)(=O)O.COC1=CC=C(C=C1)CC(C)(C)N 1-(4-methoxyphenyl)-2-methyl-2-propylamine acetate